C(C)(C)(C)C1=NC(=NO1)C(=O)NC(C)C1=C(C=C(C=C1)C1=CC(=NC=C1F)NC(=O)C1CC1)Cl 5-(tert-butyl)-N-(1-(2-chloro-4-(2-(cyclopropanecarboxamido)-5-fluoropyridin-4-yl)phenyl)ethyl)-1,2,4-oxadiazole-3-carboxamide